C(=O)O.ClC1=C(C=CC=C1)S(=O)(=O)NC1=C(C=C(C=C1)C=1C=C(C=2N=C(N=CC2N1)N[C@@H]1CNC[C@H](C1)F)CC)F 2-Chloro-N-(4-(8-ethyl-2-(((3S,5S)-5-fluoropiperidin-3-yl)amino)pyrido[3,2-d]pyrimidin-6-yl)-2-fluorophenyl)benzenesulfonamide formate